NC1=C(C2=C(N=C(N=C2)C)N1C=1C(=NC=CC1C)C)C(=O)N 6-amino-7-(2,4-dimethylpyridin-3-yl)-2-methyl-7H-pyrrolo[2,3-d]pyrimidine-5-carboxamide